rac-(1S,3R)-3-[[4-[6-[3-(5-fluoro-6-methyl-2-pyridyl)-1H-pyrazol-4-yl]-1,5-naphthyridin-3-yl]pyrazol-1-yl]methyl]cyclopentanamine FC=1C=CC(=NC1C)C1=NNC=C1C=1N=C2C=C(C=NC2=CC1)C=1C=NN(C1)C[C@H]1C[C@H](CC1)N |r|